(naphthylphenyl)(biphenylyl)Indolocarbazole C1(=CC=CC2=CC=CC=C12)C1=C(C=CC=C1)C=1C(=C2C(=CC1)N=C1C=CC3=C4C=CC=CC4=NC3=C12)C1=C(C=CC=C1)C1=CC=CC=C1